ClC=1C=NC=CC1CN1C(=CC=C1)C(=O)NC=1SC=C(N1)C(C)(C)OC(C)C 1-((3-chloropyridin-4-yl)methyl)-N-(4-(2-isopropoxypropan-2-yl)thiazol-2-yl)-1H-pyrrole-2-carboxamide